bis-tert-ButylperoxyIsopropyl-Benzene C(C)(C)(C)OOC=1C(=C(C=CC1)C(C)C)OOC(C)(C)C